2-(2-iodophenyl)-1-methylindole IC1=C(C=CC=C1)C=1N(C2=CC=CC=C2C1)C